[Na+].FC(CC(C(=O)[O-])O)(F)F 3-trifluoromethyl-2-hydroxy-propionic acid sodium salt